N1C=C(C=2C1=CN=CC2)C2=NC(=NC=C2)NC(=O)C2CCN(CC2)CC(C)C N-(4-(1H-pyrrolo[2,3-c]pyridin-3-yl)pyrimidin-2-yl)-1-isobutylpiperidine-4-carboxamide